FC=1C(=NC=CC1SC=1N=CC(=NC1C)N1CCC2(C(C=3N(N=CC3)C2)N)CC1)C 1-(5-((3-fluoro-2-methylpyridin-4-yl)thio)-6-methylpyrazin-2-yl)-4'H,6'H-spiro[piperidine-4,5'-pyrrolo[1,2-b]pyrazol]-4'-amine